tert-butyl 4-(3-(5-((4-chlorophenyl)carbamoyl)thiophen-2-yl)phenoxy)piperidine-1-carboxylate ClC1=CC=C(C=C1)NC(=O)C1=CC=C(S1)C=1C=C(OC2CCN(CC2)C(=O)OC(C)(C)C)C=CC1